2-vinyloxetane C(=C)C1OCC1